(1-(2,5-difluorophenyl)-2-methoxyethyl)-3-iodo-1-(tetrahydro-2H-pyran-2-yl)-1H-pyrazolo[3,4-c]pyridine FC1=C(C=C(C=C1)F)C(COC)C1=C2C(=CN=C1)N(N=C2I)C2OCCCC2